(S)-benzyl 4-(4-((5-chloro-4-(4-((1-cyanopropyl)carbamoyl)phenyl) pyrimidin-2-yl)amino)-1H-pyrazol-1-yl)piperidine-1-carboxylate ClC=1C(=NC(=NC1)NC=1C=NN(C1)C1CCN(CC1)C(=O)OCC1=CC=CC=C1)C1=CC=C(C=C1)C(N[C@@H](CC)C#N)=O